2,6-dimethylindene CC=1CC2=CC(=CC=C2C1)C